NC1=NC=CC=C1C1=NC=2C(=NC(=CC2)C(=O)N)N1C1=CC=C(C=C1)CN1CCC(CC1)NC1=NC(=NC=C1)C#N 2-(2-aminopyridin-3-yl)-3-(4-((4-((2-cyanopyrimidin-4-yl)amino)piperidin-1-yl)methyl)phenyl)-3H-imidazo[4,5-b]pyridine-5-carboxamide